azaAzacyclooctane N1NCCCCCC1